2-(4-(5-chloro-2-(4-chloro-1H-1,2,3-triazol-1-yl)phenyl)-2,5-dioxopiperazin-1-yl)-N-(2-methyl-2H-indazol-5-yl)-3-(pyridin-4-yl)propanamide ClC=1C=CC(=C(C1)N1CC(N(CC1=O)C(C(=O)NC1=CC2=CN(N=C2C=C1)C)CC1=CC=NC=C1)=O)N1N=NC(=C1)Cl